2-(3,4-dichlorophenyl)-1-ethyl-4-oxo-6-(4,5,6,7-tetrahydroindazol-2-ylmethyl)pyridine-3-carboxylic acid ClC=1C=C(C=CC1Cl)C=1N(C(=CC(C1C(=O)O)=O)CN1N=C2CCCCC2=C1)CC